C=12C=3C=NC(=CCCC(N4CCC(CCC=5C=CC(NN1)=C2C5)C4)=O)C3 4,10,20,21-tetraazapentacyclo[14.5.2.12,5.110,13.019,22]pentacosa-1(21),2(25),3,5,16(23),17,19(22)-heptaen-9-one